peroxy thioether O1OS1